CC(CCO)CCCCCCO 3-methyl-1,9-nonandiol